N6-([6-aminohexyl]carbamoylmethyl)-adenosine NCCCCCCNC(=O)CNC=1C=2N=CN([C@H]3[C@H](O)[C@H](O)[C@@H](CO)O3)C2N=CN1